C(C(C)C)C1=CC=C(C=C1)C=1C=C2CCC(C(C2=CC1OC)NC(O[C@@H]1CN2CCC1CC2)=O)(C)C (S)-quinuclidin-3-yl (6-(4-isobutylphenyl)-7-methoxy-2,2-dimethyl-1,2,3,4-tetrahydronaphthalen-1-yl)carbamate